CC(C)C=C(C(=CC(C)C)C)C 2,4,5,7-tetramethyl-3,5-octadiene